ClC1=C(C=CC=C1C1=C(C(=NC=C1)C=1C=CC2=C(N(CCNC2)C)C1)Cl)C1=CC=C(C(=N1)OC)CNCC(C)NC(C)=O N-(1-(((6-(2-Chloro-3-(3-chloro-2-(1-methyl-2,3,4,5-tetrahydro-1H-benzo[e][1,4]diazepin-8-yl)pyridin-4-yl)phenyl)-2-methoxypyridin-3-yl)methyl)amino)propan-2-yl)acetamide